OCCS(=O)(=O)NC1=CC(=C(C(=O)NC=2C=CC3=C(N(C(O3)=O)S(=O)(=O)C)C2)C=C1)N1CCC2(CC2)CC1 4-((2-hydroxyethyl)sulfonamido)-N-(3-(methylsulfonyl)-2-oxo-2,3-dihydrobenzo[d]oxazol-5-yl)-2-(6-azaspiro[2.5]octan-6-yl)benzamide